FN=S(F)F.FN=S(F)F.C(C=C)N1CN(C=C1)C (1-allyl-3-methylimidazole) bistrifluorosulfilimine salt